4-((1S,2S)-2-(difluoromethyl)cyclopropyl)-6-(2,4-dimethoxypyrimidin-5-yl)-3-(prop-1-yn-1-yl)pyridazine FC([C@@H]1[C@H](C1)C1=C(N=NC(=C1)C=1C(=NC(=NC1)OC)OC)C#CC)F